4-((S)-3-aminopiperidin-1-yl)-5-(1-(difluoromethyl)-1H-pyrazol-4-yl)-N-(6-(2-fluoro-6-methoxyphenyl)-5-(methylsulfonyl)pyridin-2-yl)pyridin-2-amine N[C@@H]1CN(CCC1)C1=CC(=NC=C1C=1C=NN(C1)C(F)F)NC1=NC(=C(C=C1)S(=O)(=O)C)C1=C(C=CC=C1OC)F